CC(C)(C)OC(=O)N1[C@@H]2CCC[C@H]1CC(C2)NC tert-butyl (1R,3s,5S)-3-(methylamino)-9-azabicyclo[3.3.1]nonane-9-carboxylate